FC1(CC(C1)CC1=C(C(=O)N)C=CC(=C1)C#CC1=CC=CC=C1)F ((3,3-difluorocyclobutyl)methyl)-4-(phenylethynyl)benzamide